FC1(CCN(CC1)C1=NC(=CC(=N1)NC(=O)C1=C(C=C(C=C1)NS(=O)(=O)CC(=O)OC)N1CC2CCC2(CC1)F)C)F methyl 2-(N-(4-((2-(4,4-difluoropiperidin-1-yl)-6-methylpyrimidin-4-yl)carbamoyl)-3-(6-fluoro-3-azabicyclo[4.2.0]octan-3-yl)phenyl)sulfamoyl)acetate